(2S,3S,4R,5S)-4-[[3-[4-(Difluoromethyl)-3-fluoro-2-methoxy-phenyl]-4,5-dimethyl-5-(trifluoromethyl)-tetrahydrofuran-2-carbonyl]amino]pyridin-2-carboxamid FC(C1=C(C(=C(C=C1)[C@H]1[C@H](O[C@@]([C@@H]1C)(C(F)(F)F)C)C(=O)NC1=CC(=NC=C1)C(=O)N)OC)F)F